4-t-butylcyclohexane-1,2-dicarboxylic acid C(C)(C)(C)C1CC(C(CC1)C(=O)O)C(=O)O